C1=C(C=CC2=CC=CC=C12)S(=O)(=O)O naphthalene-2-sulphonic acid